ClC1=CC=C(O[C@H]2CC[C@@H](C=3C=CC(=NC23)OC)NC(C=C)=O)C=C1 trans-N-{8-(4-chlorophenoxy)-2-methoxy-5,6,7,8-tetrahydroquinolin-5-yl}acrylamide